ClC=1C=CC(=C(C1)C(CO)(C)NC1=NC2=C(N1)C=CC=C2CN2C(OC=C2)=N)F 2-(5-chloro-2-fluorophenyl)-2-({4-[(2-imino-2,3-dihydro-1,3-oxazol-3-yl)methyl]-1H-1,3-benzodiazol-2-yl}amino)propan-1-ol